O=C1NC(CCC1NC1=CC(=C(C=C1)C1CCN(CC1)CC1CCC(CC1)C=1N=C2N(C=C(C(=C2)OC(C)C)C(=O)NC2=NC(=CC=C2)C(F)(F)F)C1)F)=O 2-[4-[[4-[4-[(2,6-dioxo-3-piperidinyl)amino]-2-fluoro-phenyl]-1-piperidinyl]methyl]cyclohexyl]-7-isopropoxy-N-[6-(trifluoromethyl)-2-pyridinyl]imidazo[1,2-a]pyridine-6-carboxamide